7-oxo-5-oxa-2,4,8-triazadec-3-en-10-yl carbamate C(N)(OCCNC(CON=CNC)=O)=O